4-methoxybenzenebutyric acid COC1=CC=C(C=C1)CCCC(=O)O